4-(trifluoromethyl)-1H-pyrrolo[2,3-b]Pyridine-2-carboxamide FC(C1=C2C(=NC=C1)NC(=C2)C(=O)N)(F)F